FC1(CCN(CC1)C(=O)C=1C=C2C(=NC1)N(C=C2)C=2C=CC(=NC2)B(O)O)F (5-(5-(4,4-difluoropiperidine-1-carbonyl)-1H-pyrrolo[2,3-b]pyridin-1-yl)pyridin-2-yl)boronic acid